4-((8-Aminooctyl)amino)-2-(2,6-dioxopiperidin-3-yl)isoindoline-1,3-dione hydrochloride Cl.NCCCCCCCCNC1=C2C(N(C(C2=CC=C1)=O)C1C(NC(CC1)=O)=O)=O